BrC=1C=CC=C2C(=C(C(N(C12)C)=O)C(=O)N)N1CCC(CC1)C=1OC2=C(N1)C=C(C=C2)C 8-bromo-1-methyl-4-[4-(5-methyl-1,3-benzoxazol-2-yl)piperidin-1-yl]-2-oxo-1,2-dihydroquinoline-3-carboxamide